S(=O)(=O)(OC1=CC=C(C=C1)[N+](=O)[O-])F p-nitrophenyl fluorosulfate